2-(2-furyl)-2-methyl-1,3-butanediol O1C(=CC=C1)C(CO)(C(C)O)C